tert-butyl N-tert-butoxycarbonyl-N-((trans-3-(3-cyclopropyl-4-(2-isopropylpyrazolo[3,4-c]pyridin-7-yl)pyrazol-1-yl)cyclobutyl)methyl)carbamate C(C)(C)(C)OC(=O)N(C(OC(C)(C)C)=O)C[C@@H]1C[C@H](C1)N1N=C(C(=C1)C1=NC=CC=2C1=NN(C2)C(C)C)C2CC2